ClC1=CC(=C(OCC2=NC=CC(=C2)OC2=CC(=C(C=C2)CC2=NC3=C(N2C[C@H]2OCC2)C=C(C=C3)C(=O)O)F)C=C1)F 2-{[4-({2-[(4-chloro-2-fluorophenoxy)methyl]pyridin-4-yl}oxy)-2-fluorophenyl]methyl}-1-{[(2S)-oxetan-2-yl]methyl}-1H-1,3-benzodiazole-6-carboxylic acid